CCCCCCCC(CC)N decan-8-amine